(R)-1-(benzyloxy)-3-(4-methyl-1H-pyrazol-1-yl)propan-2-ol C(C1=CC=CC=C1)OC[C@@H](CN1N=CC(=C1)C)O